N-(3-Chloro-4-fluorophenyl)-1-methyl-4,5,6,9,10,12-hexahydropyrazolo[3,4-c]pyrido[4',3':3,4]pyrazolo[1,5-a]azepine-11(1H)-carboxamide ClC=1C=C(C=CC1F)NC(=O)N1CC=2C(=NN3C2C2=C(CCC3)C=NN2C)CC1